4-[1-(4-methoxyphenoxy)-1-(methyl)-ethyl]-1H-1,2,3-triazole COC1=CC=C(OC(C)(C)C=2N=NNC2)C=C1